COC[C@H](CC(N1CCN(CC1)C1=NC=C(C=C1)C(F)(F)F)=O)N(C1CCC=2C1=NNC(C2C(F)(F)F)=O)C 7-[[(1S)-1-(methoxymethyl)-3-oxo-3-[4-[5-(trifluoromethyl)-2-pyridinyl]piperazin-1-yl]propyl]-methyl-amino]-4-(trifluoromethyl)-2,5,6,7-tetrahydrocyclopenta[c]pyridazin-3-one